8-Bromo-4-(3-fluoro-4-methylbenzyl)-3-methyl-5-oxo-5,6-dihydro-4H-thieno[3,2-b]azepine-7-carboxylic acid BrC=1C2=C(N(C(CC1C(=O)O)=O)CC1=CC(=C(C=C1)C)F)C(=CS2)C